OCCCCNCCCCCCCC(=O)OC(CCCCCCCC)CCCCCCCC 1-octylnonyl 8-(4-hydroxybutylamino)octanoate